(5S,8R)-1-fluoro-N-(3-(trifluoromethyl)phenyl)-6,7,8,9-tetrahydro-5H-5,8-epiminocyclohepta[c]pyridine-10-carboxamide FC1=NC=CC2=C1C[C@H]1CC[C@@H]2N1C(=O)NC1=CC(=CC=C1)C(F)(F)F